(3R,4S)-3-amino-2-methyl-pentane-2,4-diol hydrochloride Cl.N[C@@H](C(C)(O)C)[C@H](C)O